FC1=C(C=CC(=C1)F)C=1C(OC2=C(C1C)C=C(C=C2)O)C2=CC=C(C=C2)OC[C@H](C)N2C[C@@H](CC2)C 3-(2,4-difluorophenyl)-4-methyl-2-(4-((S)-2-((R)-3-methylpyrrolidin-1-yl)propoxy)phenyl)-2H-benzopyran-6-ol